tert-Butyl 4-(4-chloropyrido[3,2-d]pyrimidin-6-yl)piperazine-1-carboxylate ClC=1C2=C(N=CN1)C=CC(=N2)N2CCN(CC2)C(=O)OC(C)(C)C